FC(C1=NC(=CC(=N1)NC1=CC(=C(C=N1)C=1C=NN(C1)C(CO)(C)C)OC)NCC1=C(C=C(C=C1)OC)OC)F 2-(4-(6-((2-(difluoromethyl)-6-((2,4-dimethoxybenzyl)amino)pyrimidin-4-yl)amino)-4-methoxypyridin-3-yl)-1H-pyrazol-1-yl)-2-methylpropan-1-ol